C(C#CC)(=O)N1[C@@H](CCC1)COC=1C=NC=CC1N1C=C(C=2C(NCCC21)=O)NC2=C(C(=CC=C2)F)OC (3-{[(2S)-1-(but-2-ynoyl)pyrrolidin-2-yl]methoxy}pyridin-4-yl)-3-[(3-fluoro-2-methoxyphenyl)amino]-1H,5H,6H,7H-pyrrolo[3,2-c]pyridin-4-one